8-((2S,6S)-4-acryloyl-2,6-dimethylpiperazin-1-yl)-3-(8-chloronaphthalen-1-yl)-6-(((S)-1-methylpyrrolidin-2-yl)methoxy)-2-(trifluoromethyl)pyrimido[5,4-d]Pyrimidin-4(3H)-one C(C=C)(=O)N1C[C@@H](N([C@H](C1)C)C1=NC(=NC2=C1N=C(N(C2=O)C2=CC=CC1=CC=CC(=C21)Cl)C(F)(F)F)OC[C@H]2N(CCC2)C)C